tert-butyl 4-({4-[4-(2-methoxy-2-oxoethyl)phenyl]piperazin-1-yl}methyl)piperidine-1-carboxylate COC(CC1=CC=C(C=C1)N1CCN(CC1)CC1CCN(CC1)C(=O)OC(C)(C)C)=O